2-Ethyl-4-(2-fluoro-4-methoxythieno[3,2-e]benzofuran-7-yl)-4-oxobutanoic acid ethyl ester C(C)OC(C(CC(=O)C1=CC2=C(C=C(C3=C2C=C(O3)F)OC)S1)CC)=O